CC1(C(NOC1)=O)C 4,4-dimethyl-isoxazole-3-one